FC(C=1C=C(C(=O)C2=CC(=C3C(=CC(=CN23)C)C)C(=O)OCC)C=C(C1)C(F)(F)F)(F)F Ethyl 3-(3,5-bis(trifluoromethyl) benzoyl)-6,8-dimethylindolizine-1-carboxylate